O[C@@H]1CCC(N(C1)C)=O |r| racemic-5-hydroxy-1-methylpiperidin-2-one